C(CC)[Bi]1N[Bi](N[Bi](N1)CCC)CCC 2,4,6-tripropyl-1,3,5,2,4,6-triazatribismane